(Z)-1,1,1,3,5,5,5-heptafluoro-2-pentene FC(\C=C(\CC(F)(F)F)/F)(F)F